The molecule is the nitrogen oxoanion formed by loss of a proton from nitrous acid. It has a role as a human metabolite. It is a nitrogen oxoanion, a member of reactive nitrogen species and a monovalent inorganic anion. It is a conjugate base of a nitrous acid. N(=O)[O-]